3-(2-(diethylamino) ethyl)-1H-indol-4-yl phosphate P(=O)(OC1=C2C(=CNC2=CC=C1)CCN(CC)CC)([O-])[O-]